2,2-dimethyl-cyclobutanecarboxylic acid CC1(C(CC1)C(=O)O)C